C(=O)(OC)CC[Si](Cl)(Cl)Cl 2-(carbomethoxy)ethyltrichlorosilane